ClC1=CC=C(C=C1)OC1=CC(=C(C=C1)C(CN1N=CN=C1)(CCC)O)C(F)(F)F 2-[4-(4-chlorophenyloxy)-2-(trifluoromethyl)phenyl]-1-(1H-1,2,4-triazol-1-yl)pentan-2-ol